O=[N] oxo-nitrogen